1-(2,6-dimethylphenyl)ethan-1-one CC1=C(C(=CC=C1)C)C(C)=O